P(O)(=O)(OP(=O)(O)OP(=O)(O)O)OC[C@@H]1[C@H]([C@H]([C@@H](O1)N1C=NC=2C(NC(CC)=O)=NC=NC12)O)O N6-propionyladenosine triphosphate